1-allyl-2,3-dihydroquinolin-4(1H)-one C(C=C)N1CCC(C2=CC=CC=C12)=O